methyl 3-ethylbicyclo[3.2.0]hept-3-ene-6-ylideneacetate C(C)C=1CC2CC(C2C1)=CC(=O)OC